O-methoxy-N-acetyl-hydroxylamine COONC(C)=O